β-(dimethylamino)propionitrile CN(CCC#N)C